tert-butyl (3S,4S)-4-((3,5-bis(trifluoromethyl)benzyl)(methyl)carbamoyl)-3-(o-tolyl)piperidine-1-carboxylate FC(C=1C=C(CN(C(=O)[C@@H]2[C@H](CN(CC2)C(=O)OC(C)(C)C)C2=C(C=CC=C2)C)C)C=C(C1)C(F)(F)F)(F)F